5-(1,4-dioxaspiro[4.5]dec-7-en-8-yl)-2-(trifluoromethyl)pyridine O1CCOC12CC=C(CC2)C=2C=CC(=NC2)C(F)(F)F